COC=1C=C2C(=C3C(=NC2=CC1OC)CCCCC3)NC3CCN(CC3)C(C)C N-{2,3-dimethoxy-6H,7H,8H,9H,10H-cyclohepta[b]quinolin-11-yl}-1-(propan-2-yl)piperidin-4-amine